2-(4-(2-acetyl-5-chlorophenyl)-5-methoxy-2-oxopyridin-1(2H)-yl)-N-(1H-indazol-6-yl)-3-phenylpropanamide C(C)(=O)C1=C(C=C(C=C1)Cl)C1=CC(N(C=C1OC)C(C(=O)NC1=CC=C2C=NNC2=C1)CC1=CC=CC=C1)=O